CS(=O)(=O)C(C)(C)C1=CC(=NC(=C1)N1[C@@H](COCC1)C)NC1=CC(=NN1C(=O)OC(C)(C)C)C tert-butyl 5-{[4-(2-methanesulfonylpropan-2-yl)-6-[(3R)-3-methyl morpholin-4-yl] pyridin-2-yl] amino}-3-methyl-1H-pyrazole-1-carboxylate